tert-butyl (4-(2-(2,6-dioxopiperidin-3-yl)pyridin-4-yl)benzyl)carbamate O=C1NC(CCC1C1=NC=CC(=C1)C1=CC=C(CNC(OC(C)(C)C)=O)C=C1)=O